(4-fluorophenyl)(4-(4-fluorophenyl)-[1,2,3]triazolo[1,5-a]quinoxalin-3-yl)methanone FC1=CC=C(C=C1)C(=O)C=1N=NN2C1C(=NC1=CC=CC=C21)C2=CC=C(C=C2)F